(1S,3S)-N-(4-(2-methyl-2H-indazol-5-yl)pyrimidin-2-yl)cyclopentane-1,3-diamine HCl salt Cl.CN1N=C2C=CC(=CC2=C1)C1=NC(=NC=C1)N[C@@H]1C[C@H](CC1)N